tert-butyl 3',3'-difluoro-[1,4'-bipiperidine]-4-carboxylate FC1(CNCCC1N1CCC(CC1)C(=O)OC(C)(C)C)F